1,6-bis(N,N'-dibenzylthio-carbamoyldithio)hexane C(C1=CC=CC=C1)SN(C(=O)SSCCCCCCSSC(N(SCC1=CC=CC=C1)SCC1=CC=CC=C1)=O)SCC1=CC=CC=C1